N1=CC=C2C=CC=3C(=C12)C=C1C=CC=CC13 indenoindole